FC(C1=NC(=NC(=N1)C(F)F)N1[C@H](C=2NC3=CC=C(C=C3C2CC1)Cl)C[C@H]1COCC=C1)F (1S)-2-[4,6-bis(difluoromethyl)-1,3,5-triazin-2-yl]-6-chloro-1-{[(3R)-3,6-dihydro-2H-pyran-3-yl]methyl}-2,3,4,9-tetrahydro-1H-pyrido[3,4-b]indole